FC=1C=C(C=NC1)CCCNC(C1=NC=CC=C1C1=CC(=C(C=C1)OC)I)=O N-(3-(5-fluoropyridin-3-yl)propyl)-3-(3-iodo-4-methoxyphenyl)picolin-amide